7-(cyclohexylthio)-5,6,8-trifluoroquinazolin-4-amine C1(CCCCC1)SC1=C(C(=C2C(=NC=NC2=C1F)N)F)F